FC1=CC=C(C=C1)C1=C(C(=NN1)C1=CC=CC=C1)O 5-(4-fluorophenyl)-3-phenyl-4-hydroxy-1H-pyrazole